[N+](=O)([O-])C=1C=C(CNC=2C(=NC=C(N2)C#N)C(=O)N)C=CC1 3-(3-nitrobenzylamino)-5-cyanopyrazine-2-carboxamide